C1(CC1)N1N=CC(=C1)[C@@H]1OCC[C@@H](C1)C=1C=C(C=2N(N1)C(C(=C(N2)C)C)=O)C2C[C@H]1C([C@H]1C2)(F)F 7-[(2R,4S)-2-(1-cyclopropylpyrazol-4-yl)tetrahydropyran-4-yl]-9-[(1R,5S)-6,6-difluoro-3-bicyclo[3.1.0]hexanyl]-2,3-dimethyl-pyrimido[1,2-b]pyridazin-4-one